2-phenyl-6-methyl-phenol C1(=CC=CC=C1)C1=C(C(=CC=C1)C)O